CN(C)[Si](OCCCC)(OCCCC)OCCCC (dimethylamino)tributoxysilane